C(C)OP(=O)(OCC)C1=CC=C(C=C1)C1=NC=CN=C1SC1=CC=C(C=C1)C(F)(F)F 2-(4-diethoxyphosphorylphenyl)-3-[4-(trifluoromethyl)phenyl]sulfanyl-pyrazine